C(C1=CC=CC=C1)C1=NC2=C(N1CCCC1=CC=CC=C1)C=C(C=C2)OC 2-benzyl-6-methoxy-1-(3-phenylpropyl)-1H-benzo[d]imidazole